C1CCCC2=NC3=CC=CC=C3C(=C12)NC=1C=C2C=NC=NC2=CC1C(=O)N 6-((1,2,3,4-tetrahydroacridin-9-yl)amino)quinazoline-7-carboxamide